3-fluoro-N-(3-((1s,3s)-3-methyl-1-(4-methyl-4H-1,2,4-triazol-3-yl)cyclobutyl)phenyl)-6-(((1-methylcyclobutyl)amino)methyl)imidazo[1,2-a]pyridine-8-carboxamide FC1=CN=C2N1C=C(C=C2C(=O)NC2=CC(=CC=C2)C2(CC(C2)C)C2=NN=CN2C)CNC2(CCC2)C